N-(1-(7H-pyrrolo[2,3-d]pyrimidin-4-yl)piperidin-4-yl)-2,3,5,6-tetrafluoro-4-(methylsulfinyl)benzamide N1=CN=C(C2=C1NC=C2)N2CCC(CC2)NC(C2=C(C(=C(C(=C2F)F)S(=O)C)F)F)=O